COC1=CC=C(C=C1)CC1C(C(N1)CC1=CC=C(C=C1)OC)N bis[(4-methoxyphenyl)methyl]azetidin-3-amine